5-(((S)-3-methyl-1-(((S)-1-((4-((((4-nitrophenoxy)carbonyl)oxy)methyl)phenyl)amino)-1-oxo-5-ureidopentan-2-yl)amino)-1-oxobutan-2-yl)amino)-5-oxopentanoic acid CC([C@@H](C(=O)N[C@H](C(=O)NC1=CC=C(C=C1)COC(=O)OC1=CC=C(C=C1)[N+](=O)[O-])CCCNC(=O)N)NC(CCCC(=O)O)=O)C